N1(CCC1)C=1N=C(C(=NC1CC)C(=O)N)NC1=CC(=CC=C1)OCCCNC([C@H](C)NC)=O (s)-5-(azetidin-1-yl)-6-ethyl-3-((3-(3-(2-(methylamino)propanamido)propoxy)phenyl)amino)pyrazine-2-carboxamide